ClC1=NC(=CC=C1CCl)OC 2-chloro-3-(chloromethyl)-6-methoxypyridine